Cl.[N+](=O)([O-])C=1C=NN(C1)[C@@H]1CNCC1 (S)-4-nitro-1-(pyrrolidin-3-yl)-1H-pyrazole hydrochloride